COC=1N=C2C(=CC=NC2=CC1OC)OC1=C(C=C(C=C1F)NC(=O)C=1C(N(C(=CC1)C(F)(F)F)C=1C=NC(=CC1C)OC)=O)F N-[4-(6,7-dimethoxy-1,5-diaza-4-naphthyloxy)-3,5-difluorophenyl]-6'-methoxy-4'-methyl-2-oxo-6-(trifluoromethyl)-1,2-dihydro[1,3'-bipyridyl]-3-carboxamide